CC1=CC2=CC=CC=C2C=C1C 2,3-dimethylnaphthalene